N1=CC=CC2=CC=CC(=C12)NS(=O)(=O)C=1C=NC(=CC1)C(F)(F)F N-(quinolin-8-yl)-6-(trifluoromethyl)pyridine-3-sulfonamide